BrC=1C=C(C=C(C1O)Br)C(=O)N1C2=C(OC(C1)(C)C)C=NN2C (3,5-dibromo-4-hydroxyphenyl)(1,5,5-trimethyl-5,6-dihydropyrazolo[4,3-b][1,4]oxazin-7(1H)-yl)methanone